2-(2,5-dichlorophenyl)thiazole-5-carboxylic acid ClC1=C(C=C(C=C1)Cl)C=1SC(=CN1)C(=O)O